(1-(2-chloro-5-((1-(trifluoromethyl)-1H-pyrazol-4-yl)ethynyl)pyridin-4-yl)-4-fluoropiperidin-4-yl)methanol ClC1=NC=C(C(=C1)N1CCC(CC1)(F)CO)C#CC=1C=NN(C1)C(F)(F)F